NC(C#N)C=1C(=NC=NC1)OC amino-2-(4-methoxypyrimidin-5-yl)acetonitrile